4-(2-(1-(dimethylamino)ethyl)-4-(trifluoromethyl)thiazol-5-yl)-5-fluoro-N-(1-(methylsulfonyl)piperidin-4-yl)pyrimidin-2-amine CN(C(C)C=1SC(=C(N1)C(F)(F)F)C1=NC(=NC=C1F)NC1CCN(CC1)S(=O)(=O)C)C